1-(2-bromo-4-methylthiazol-5-yl)ethan-1-one BrC=1SC(=C(N1)C)C(C)=O